1-(4-bromo-3-methylbenzyl)pyrrolidin-2-one BrC1=C(C=C(CN2C(CCC2)=O)C=C1)C